(5-(5-(2,3-Dihydro-1H-inden-4-yl)-6-methoxy-1H-pyrazolo[4,3-b]pyridin-3-yl)pyridin-2-yl)-1'-methyl-[1,3'-bipyrrolidin]-2'-one C1CCC2=C(C=CC=C12)C1=C(C=C2C(=N1)C(=NN2)C=2C=CC(=NC2)C2N(CCC2)C2C(N(CC2)C)=O)OC